N-((3-(7-(((3S,4R)-3-fluoro-1-methylpiperidin-4-yl)amino)-3-((R)-oxiran-2-yl)-2H-indazol-2-yl)-1,2,4-oxadiazol-5-yl)methyl)cyclopropanecarboxamide F[C@H]1CN(CC[C@H]1NC1=CC=CC2=C(N(N=C12)C1=NOC(=N1)CNC(=O)C1CC1)[C@H]1OC1)C